5-(8-((1S,2S)-2-(2'-oxo-1'-(2,2,3,3-tetrafluoropropyl)spiro[cyclopropane-1,3'-indolin]-6'-yl)cyclopropyl)imidazo[1,2-b]pyridazin-6-yl)pyrimidine-2,4(1H,3H)-dione O=C1N(C2=CC(=CC=C2C12CC2)[C@@H]2[C@H](C2)C=2C=1N(N=C(C2)C=2C(NC(NC2)=O)=O)C=CN1)CC(C(F)F)(F)F